(5s,8s)-8-(8'-chloro-4'H,6'H-spiro[1,3-dioxolan-2,5'-[1,2,4]triazolo[4,3-a][1]benzazepine]-1'-yl)-2-(propan-2-yl)-2-azaspiro[4.5]decan-1-one ClC=1C=CC2=C(CC3(CC=4N2C(=NN4)C4CCC2(CCN(C2=O)C(C)C)CC4)OCCO3)C1